F[B-]1([N+]=2C(=CC=3N1C=CC3)C(=CC2\C=C\C=C\C=C\N2CCCC2)C)F 5,5-difluoro-1-methyl-3-((1E,3E,5E)-6-(pyrrolidin-1-yl)hexa-1,3,5-trien-1-yl)-5H-dipyrrolo[1,2-c:2',1'-f][1,3,2]diazaborinin-4-ium-5-uide